3-bromo-N-(1-((4-methoxyphenyl)carbamoyl)cyclopropyl)-1-(3-chloropyridin-2-yl)-1H-pyrazole-5-carboxamide BrC1=NN(C(=C1)C(=O)NC1(CC1)C(NC1=CC=C(C=C1)OC)=O)C1=NC=CC=C1Cl